Cl.C(C)OC1=CC=C(C=C1)NC1N(C(=NC(=N1)N)N1CCCC1)C=1C=C(C=CC1)C N-(4-Ethoxyphenyl)-6-pyrrolidin-1-yl-N1-m-tolyl-[1,3,5]triazine-2,4-diamine hydrochloride